C(\C=C/C(=O)O)(=O)O (S)-(+)-maleic acid